[4-(p-ethoxybenzenesulfonyloxy)phenyl]urea C(C)OC1=CC=C(C=C1)S(=O)(=O)OC1=CC=C(C=C1)NC(=O)N